C(C)OC1=CCCC=2C=NC(=NC12)OC 8-ethoxy-2-methoxy-5,6-dihydroquinazoline